C(C)(C)(C)OCCCNC(=O)CC[C@@H](C(=O)O)NC(=O)OCC1C2=CC=CC=C2C=2C=CC=CC12 (2S)-4-{[3-(tert-butoxy)propyl]carbamoyl}-2-({[(9H-fluoren-9-yl)methoxy]carbonyl}amino)butanoic acid